COC1=NC=NC=C1 4-methoxy-pyrimidine